7-bromo-6-methoxyisoquinoline BrC1=C(C=C2C=CN=CC2=C1)OC